CCC(C)C(C)O The molecule is a secondary alcohol that is 3-methylpentane substituted at position 2 by a hydroxy group. It has a role as a plant metabolite, a biomarker and a human xenobiotic metabolite.